[Si](C)(C)(C(C)(C)C)OCCC=CC=1C(=C(C(=O)OC(C)(C)C)C=CC1)F tert-butyl 3-(4-((tert-butyldimethylsilyl)oxy)but-1-en-1-yl)-2-fluorobenzoate